2-(4-bromo-3-ethoxy-pyrazol-1-yl)cyclopropanecarbonitrile BrC=1C(=NN(C1)C1C(C1)C#N)OCC